6-(1,3a-diaza-5-indenylamino)-2-allyl-1-[6-(1-methyl-4-piperidyloxy)-2-pyridyl]-1,2-dihydro-3H-1,2,5,7-tetraazainden-3-one N=1C=CN2C=C(C=CC12)NC1=NC=C2C(N(N(C2=N1)C1=NC(=CC=C1)OC1CCN(CC1)C)CC=C)=O